(S)-4-amino-N-(2,3-dihydrobenzofuran-3-yl)-N,1-dimethyl-1H-pyrazolo[4,3-c]quinoline-8-carboxamide NC1=NC=2C=CC(=CC2C2=C1C=NN2C)C(=O)N(C)[C@@H]2COC1=C2C=CC=C1